triisobutyl-tin (IV) acetate C(C)(=O)[O-].C(C(C)C)[Sn+](CC(C)C)CC(C)C